2-((2-((4-(1-(4-(2,6-dioxopiperidin-3-yl)benzyl)piperidin-4-yl)-2-isopropoxy-5-methylphenyl)amino)-5-(trifluoromethyl)pyridin-4-yl)amino)-N-methylbenzamide O=C1NC(CCC1C1=CC=C(CN2CCC(CC2)C2=CC(=C(C=C2C)NC2=NC=C(C(=C2)NC2=C(C(=O)NC)C=CC=C2)C(F)(F)F)OC(C)C)C=C1)=O